NC=1OC(=CN1)C=O 2-AMINOOXAZOLE-5-CARBALDEHYDE